5-((6-(1H-pyrazol-3-yl)imidazo[1,2-a]pyridin-2-yl)methoxy)-2-methoxyisonicotinaldehyde N1N=C(C=C1)C=1C=CC=2N(C1)C=C(N2)COC2=CN=C(C=C2C=O)OC